C(N)(OC=1C(=NC(=NC1N)CC1=NN(C2=NC=C(C=C21)F)CC2=C(C=CC=C2)F)N)=O {4,6-diamino-2-[5-fluoro-1-(2-fluorobenzyl)-1H-pyrazolo[3,4-b]Pyridin-3-yl]Methyl pyrimidin-5-yl} carbamate